C(C)[N+](C)(C)CCCO ethyl-(3-hydroxypropyl)dimethylammonium